5-[[2-[(2R,5R)-2-cyclopentyl-5-methyl-1-piperidyl]-2-oxo-acetyl]amino]-2-methoxy-pyridine-3-carboxamide C1(CCCC1)[C@@H]1N(C[C@@H](CC1)C)C(C(=O)NC=1C=C(C(=NC1)OC)C(=O)N)=O